tert-butyl 4-(2-benzyloxy-2-oxo-ethyl)piperidine-1-carboxylate C(C1=CC=CC=C1)OC(CC1CCN(CC1)C(=O)OC(C)(C)C)=O